CN1CCC2=C3[C@H]1CC4=C(C3=CC=C2)C(=C(C=C4)O)O The molecule is an aporphine alkaloid. It has a role as an alpha-adrenergic drug, a serotonergic drug, an antidyskinesia agent, a dopamine agonist, an antiparkinson drug and an emetic. It derives from a hydride of an aporphine.